NC=1C=C2C(C(N(C(C2=CC1)=O)C(=O)OCC1=CC=CC=C1)C)=C Benzyl 6-amino-3-methyl-4-methylene-1-oxo-3,4-dihydroisoquinoline-2(1H)-carboxylate